3-(5-methyl-1,3-thiazol-2-yl)-5-(piperidin-4-yloxy)-N-{(1R)-1-[2-(trifluoromethyl)pyrimidin-5-yl]ethyl}benzamide hydrochloride Cl.CC1=CN=C(S1)C=1C=C(C(=O)N[C@H](C)C=2C=NC(=NC2)C(F)(F)F)C=C(C1)OC1CCNCC1